methyl (S)-3-(((2-bromo-6-(3-ethyl-5-oxomorpholino)pyridin-4-yl)methyl)sulfonyl)propanoate BrC1=NC(=CC(=C1)CS(=O)(=O)CCC(=O)OC)N1[C@H](COCC1=O)CC